IC=1C=C2C(=CNC2=C(C1)C(=O)OC)C(C(F)(F)F)O methyl 5-iodo-3-(2,2,2-trifluoro-1-hydroxy-ethyl)-1H-indole-7-carboxylate